FC1=CC(=NC=C1)N1C=C(C=2C(=NC=CC21)N2C[C@H](N(C[C@@H]2C)C(=O)OC(C)(C)C)C)C tert-butyl (2R,5S)-4-(1-(4-fluoropyridin-2-yl)-3-methyl-1H-pyrrolo[3,2-c]pyridin-4-yl)-2,5-dimethylpiperazine-1-carboxylate